COC1=CC=C(C=C1)CCCCN1N=C(N=C1)C 1-(4-(4-methoxyphenyl)butyl)-3-methyl-1H-1,2,4-triazole